methyl-(piperazin-2-yl)benzoic acid CC=1C(=C(C(=O)O)C=CC1)C1NCCNC1